ClC=1C2=C(N=CN1)N(C=C2)[C@@H]2[C@@H]1[C@]([C@@H]3[C@H]2OC(O3)(C)C)(C1)CO ((3aR,3bR,4aS,5R,5aS)-5-(4-Chloro-7H-pyrrolo[2,3-d]pyrimidin-7-yl)-2,2-dimethyl-hexahydrocyclopropa[3,4]cyclopenta[1,2-d][1,3]dioxol-3b-yl)methanol